2-amino-4-(6-trifluoromethyl-1H-indol-3-yl)pyrimidine NC1=NC=CC(=N1)C1=CNC2=CC(=CC=C12)C(F)(F)F